FC=1C=NC(=NC1)C=1C=C(C=CC1C(F)(F)F)NC(=O)N1[C@H]2C[C@H](C[C@@]1(C2)C=2OC(=NN2)C)C (1R,3R,5S)-N-(3-(5-fluoropyrimidin-2-yl)-4-(trifluoromethyl)phenyl)-3-methyl-1-(5-methyl-1,3,4-oxadiazol-2-yl)-6-azabicyclo[3.1.1]heptane-6-carboxamide